ClC1=C(C=CC(=C1)Cl)C(=O)N1CCC(CC1)CCCCNC(=O)C=1C=CC=2N(C1)C=CN2 N-(4-{1-[(2,4-dichlorophenyl)carbonyl]piperidin-4-yl}butyl)imidazo[1,2-a]pyridine-6-carboxamide